3-(5-(1-methyl-5-((1s,4s)-4-methylcyclohexyl)-1H-1,2,4-triazol-3-yl)-1-oxoisoindolin-2-yl)piperidine-2,6-dione CN1N=C(N=C1C1CCC(CC1)C)C=1C=C2CN(C(C2=CC1)=O)C1C(NC(CC1)=O)=O